nickel cobalt telluride [Co]=[Te].[Ni]